[C@H]1([C@H](O)[C@@H](O)[C@@H](O)[C@H](O1)CO)OC[C@@H]([C@@H]([C@@H](CCCCCCCCCCCCCC)O)O)NC(=O)NCCCCCCCCCCCCCCCCCCCCCCCC (2S,3S,4R)-1-(α-D-galactopyranosyloxy)-2-(tetracosanylureido)-3,4-octadecanediol